ClC=1C=C2C(=NC=NC2=C(C1C1=C(C=C(C=C1)F)F)F)N1CCN(CC1)C(C=C)=O 1-(4-(6-chloro-7-(2,4-difluorophenyl)-8-fluoroquinazolin-4-yl)piperazin-1-yl)prop-2-en-1-one